C(C=C)(=O)OCCCCCCCCCCCCCCCCCCCCCCCCCC hexacosyl acrylate